3-(3-chlorophenyl)-5-hydroxy-6-(4-methoxyphenyl)-2-phenylpyrazolo[1,5-a]pyrimidin-7(4H)-one ClC=1C=C(C=CC1)C=1C(=NN2C1NC(=C(C2=O)C2=CC=C(C=C2)OC)O)C2=CC=CC=C2